3-[4-(2-tetrahydropyran-4-yl-3H-imidazo[4,5-b]pyridin-7-yl)piperidine-1-carbonyl]-6-(trifluoromethyl)-1H-pyridin-2-one O1CCC(CC1)C1=NC=2C(=NC=CC2C2CCN(CC2)C(=O)C=2C(NC(=CC2)C(F)(F)F)=O)N1